N[C@@H](C)C(=O)[C@@]1(C(N(CCC2=C1C=CCC2)C)=O)N 1-(L-alaninyl)-(S)-1-amino-3-methyl-4,5,6,7-tetrahydro-2H-3-benzazepin-2-one